(±)-1-[(3,4-Dichlorophenyl)methyl]-3,7-dimethyl-8-{[(trans)-4-aminocyclohexyl]amino}-2,3,6,7-tetrahydro-1H-purine-2,6-dione ClC=1C=C(C=CC1Cl)CN1C(N(C=2N=C(N(C2C1=O)C)N[C@@H]1CC[C@H](CC1)N)C)=O |r|